N-(3-cyano-4-methyl-1H-indol-7-yl)-1-(2-methylthiazol-5-yl)methanesulfonamide C(#N)C1=CNC2=C(C=CC(=C12)C)NS(=O)(=O)CC1=CN=C(S1)C